CC=1N=NN2C1C1=C(C(CC2)NC2=CC=C(C(=O)O)C=C2)C=C(C=C1)C=1C=NN(C1)C 4-((1-methyl-9-(1-methyl-1H-pyrazol-4-yl)-6,7-dihydro-5H-benzo[c][1,2,3]triazolo[1,5-a]azepin-7-yl)amino)benzoic acid